(2R,3S)-2-(3,4,5-Trihydroxyphenyl)-3,4-dihydro-2H-chromene-3,5,7-triol OC=1C=C(C=C(C1O)O)[C@H]1OC=2C=C(C=C(C2C[C@@H]1O)O)O